5-chloro-1-(10,11-dihydro-5H-dibenzo[b,f]azepin-5-yl)pentan-1-one ClCCCCC(=O)N1C2=C(CCC3=C1C=CC=C3)C=CC=C2